methyl (2-methoxyphenyl)acetate COC1=C(C=CC=C1)CC(=O)OC